C(OC)(OC1=CC(=C(C=C1OC)CCC)CC=1C=C(C(=CC1CCC)OC)OC(OC)=O)=O Dimethyl methylenebis(6-methoxy-4-propyl-3,1-phenylene) dicarbonate